4-(4-chlorobenzyl)-6-((2,6-difluoropyridin-4-yl)oxy)-1-ethyl-1,4-dihydro-9h-imidazo[4,5-b][1,8]naphthyridin-9-one ClC1=CC=C(CN2C3=C(C(C=4C=CC(=NC24)OC2=CC(=NC(=C2)F)F)=O)N(C=N3)CC)C=C1